BrC1=C(C(=C(C=C1)I)C)F 1-bromo-2-fluoro-4-iodo-3-methyl-benzene